(6S,7S)-6-(2,6-Difluoro-4-((1-isobutylazetidin-3-yl)oxy)phenyl)-7-isobutyl-8-methyl-6,7,8,9-tetrahydro-3H-Pyrazolo[3,4-h]isochinolin FC1=C(C(=CC(=C1)OC1CN(C1)CC(C)C)F)[C@H]1[C@@H](N(CC=2C3=C(C=CC12)NN=C3)C)CC(C)C